ClC1=NC(=CC(=C1)[C@H]1CN(CCN1S(=O)(=O)C([2H])([2H])[2H])C(=O)OC(C)(C)C)B1OC(C(O1)(C)C)(C)C tert-butyl (S)-3-(2-chloro-6-(4,4,5,5-tetramethyl-1,3,2-dioxaborolan-2-yl)pyridin-4-yl)-4-((methyl-d3)sulfonyl)piperazine-1-carboxylate